C(C)(C)(C)OC(=O)N[C@H](C(=O)OC(C)(C)C)CCS(=O)(=N)CCC(C(F)(F)F)(C1=CC=C(C=C1)C1=CC=C2C=CC(OC2=C1)=O)O tert-butyl (2s)-2-((tert-butoxycarbonyl)amino)-4-(4,4,4-trifluoro-3-hydroxy-3-(4-(2-oxo-2H-chromen-7-yl)phenyl)butylsulfonimidoyl)butanoate